Kalium nonanoat C(CCCCCCCC)(=O)[O-].[K+]